9,9'-(5-(4,6-diphenylpyrimidin-2-yl)-1,3-phenylene)bis(3-([1,1'-biphenyl]-3-yl)-9H-carbazole) C1(=CC=CC=C1)C1=NC(=NC(=C1)C1=CC=CC=C1)C=1C=C(C=C(C1)N1C2=CC=CC=C2C=2C=C(C=CC12)C=1C=C(C=CC1)C1=CC=CC=C1)N1C2=CC=CC=C2C=2C=C(C=CC12)C=1C=C(C=CC1)C1=CC=CC=C1